4-Chloro-N-(2-(2,2-difluorocyclopentyl)ethyl)-2-methoxy-1H-imidazole-1-carboxamide ClC=1N=C(N(C1)C(=O)NCCC1C(CCC1)(F)F)OC